ClC=1C=CC(=C(C1)C#CC1=CC=C(C(=O)OC)C=C1)NS(=O)(=O)C1=CC=C(C=C1)Cl methyl 4-{2-[5-chloro-2-(4-chlorobenzenesulfonamido)phenyl]-ethynyl}benzoate